C(C)(=O)OC(OC(C)=O)[SiH2]C=C Diacetyloxymethylethenylsilan